N-hydroxy-1,1-dimethyl-2-(4-(trifluoromethyl)thiazol-2-yl)isoindoline-4-carboxamide ONC(=O)C=1C=2CN(C(C2C=CC1)(C)C)C=1SC=C(N1)C(F)(F)F